7-piperidinyl-1,3-dihydro-2H-imidazo[4,5-b]pyridin-2-one N1(CCCCC1)C1=C2C(=NC=C1)NC(N2)=O